3-[3-(3-phenylpyrrolidin-1-yl)quinoxalin-2-yl]benzonitrile C1(=CC=CC=C1)C1CN(CC1)C=1C(=NC2=CC=CC=C2N1)C=1C=C(C#N)C=CC1